ClC=1C2=C(N(N=C2C=CC1C1=NNC2=NC(=CN=C21)N2C[C@@H]1[C@]([C@@H]1CC2)(C2=NOC(=C2)C)CN)C)C ((1S,6R,7S)-3-(3-(4-chloro-2,3-dimethyl-2H-indazol-5-yl)-1H-pyrazolo[3,4-b]pyrazin-6-yl)-7-(5-methylisoxazol-3-yl)-3-azabicyclo[4.1.0]heptan-7-yl)methanamine